(S)-4-((1-acryloylpyrrolidin-3-yl)(methyl)amino)-5-fluoro-2,3-dimethyl-1H-indole-7-carboxamide C(C=C)(=O)N1C[C@H](CC1)N(C1=C2C(=C(NC2=C(C=C1F)C(=O)N)C)C)C